O(C1=CC=CC=C1)C=1C=C(C=O)C=CC1 3-phenoxybenzaldehyde